(1s,3s)-3-fluorocyclobutyl trifluoromethanesulfonate FC(S(=O)(=O)OC1CC(C1)F)(F)F